N-Methyl-N-[(3S)-piperidin-3-yl]-5-[5-(1H-pyrazol-4-yl)pyrimidin-2-yl][1,3]thiazolo[5,4-d][1,3]thiazol-2-amin CN(C=1SC=2N=C(SC2N1)C1=NC=C(C=N1)C=1C=NNC1)[C@@H]1CNCCC1